3-(2'-methoxy-4'-dimethylaminophenyl)-3-(2'-hydroxy-4'-chloro-5'-methylphenyl)-phthalate COC1=C(C=CC(=C1)N(C)C)C1(C(C(C(=O)[O-])=CC=C1)C(=O)[O-])C1=C(C=C(C(=C1)C)Cl)O